C=1N=CN2C1C1=CC=CC=C1[C@@H]2[C@@H]2[C@H](CNCC2)O (3R-4R)-4-((S)-5H-imidazo[5,1-a]isoindol-5-yl)piperidin-3-ol